F[P-](F)(F)(F)(F)F.[NH2+]1N=[N+](C2=NC=CC=C21)[O-] 1H-1,2,3-triazolo[4,5-b]pyridinium 3-oxid hexafluorophosphate